[Si](C1=CC=CC=C1)(C1=CC=CC=C1)(C(C)(C)C)OCC1N(C(CC1)CO)C(=O)OC(C)(C)C tert-butyl 2-(((tert-butyldiphenylsilyl)oxy)methyl)-5-(hydroxymethyl)pyrrolidine-1-carboxylate